(1R,2S)-2-amino-3,3-difluoro-cyclohexanol N[C@H]1[C@@H](CCCC1(F)F)O